bipyridine bromide [Br-].N1=C(C=CC=C1)C1=NC=CC=C1